ClC=1C=C(C=CC1F)NC(N(C)[C@H](C)C1=CN=C(C2=CC=CC=C12)C(=O)OCC)=O |r| racemic-ethyl 4-(1-(3-(3-chloro-4-fluorophenyl)-1-methylureido)ethyl)isoquinoline-1-carboxylate